NC(C)(C)C1=CC(=NC(=C1)C1=CC=C(C=C1)F)OC1[C@@H]2CN(C[C@H]12)C(=O)C1=C(N=C(S1)C1=NC=CC=C1)C ((1R,5S,6s)-6-((4-(2-aminopropan-2-yl)-6-(4-fluorophenyl)pyridin-2-yl)oxy)-3-azabicyclo[3.1.0]hexan-3-yl)(4-methyl-2-(pyridin-2-yl)thiazol-5-yl)methanone